N-(phenylsulfonyl)acetamid C1(=CC=CC=C1)S(=O)(=O)NC(C)=O